Methyl 1-amino-4-(benzyloxy)-8-bromo-7-fluoroisoquinoline-3-carboxylate NC1=NC(=C(C2=CC=C(C(=C12)Br)F)OCC1=CC=CC=C1)C(=O)OC